(E)-2-((dimethylamino)methylene)-4-(1-methyl-1H-pyrazol-4-yl)-3-oxo-4-(trifluoromethyl)pyrrolidine-1-carboxylic acid tert-butyl ester C(C)(C)(C)OC(=O)N1/C(/C(C(C1)(C(F)(F)F)C=1C=NN(C1)C)=O)=C/N(C)C